FC(OC=1C(CCN(C1)CN(C)C)=O)F 5-(difluoromethoxy)-1-((dimethylamino)methyl)-4-oxo-3,4-dihydropyridin